FC(C(=O)O)(F)F.ClC1=CC=C(C[C@@H]2N(C[C@H]3N(C2)C[C@@H](C3)O)C3CCN(CC3)C3=NC=CC(=N3)C)C=C1 (3S,7R,8aS)-3-(4-chlorobenzyl)-2-(1-(4-methylpyrimidin-2-yl)piperidin-4-yl)octahydropyrrolo[1,2-a]pyrazin-7-ol 2,2,2-trifluoroacetate